N-(4-bromo-2-(1-(2-chlorophenyl)vinyl)phenyl)-N-(but-3-en-1-yl)-4-methylbenzenesulfonamide BrC1=CC(=C(C=C1)N(S(=O)(=O)C1=CC=C(C=C1)C)CCC=C)C(=C)C1=C(C=CC=C1)Cl